2-fluoro-4-(3-(2-fluoro-4-((S)-3-methoxypyrrolidine-1-yl)phenyl)-7-(tetrahydro-1H-furo[3,4-c]pyrrole-5(3H)-yl)-3H-imidazo[4,5-b]pyridine-2-yl)benzonitrile FC1=C(C#N)C=CC(=C1)C1=NC=2C(=NC=CC2N2CC3C(C2)COC3)N1C1=C(C=C(C=C1)N1C[C@H](CC1)OC)F